(1S,3R)-3-[(4-chloropyrido[3,4-d]pyridazin-1-yl)amino]cyclohexanol ClC=1N=NC(=C2C1C=NC=C2)N[C@H]2C[C@H](CCC2)O